4-(2-ethoxycarbonyl-acetyl)-4-fluoro-piperidine-1-carboxylic acid tert-butyl ester C(C)(C)(C)OC(=O)N1CCC(CC1)(F)C(CC(=O)OCC)=O